CC1CN(CCN1)C=1N=NC=CN1 3-(3-methylpiperazin-1-yl)-1,2,4-triazin